N-(1-(3,4,5-trimethoxyphenyl)-1H-imidazol-4-yl)-1H-pyrazolo[3,4-d]pyrimidin COC=1C=C(C=C(C1OC)OC)N1C=NC(=C1)N1N=CC=2C1=NC=NC2